FC=1C=C(CC=2C=C3C(=NNC3=CC2)N)C=CC1 5-(3-fluorobenzyl)-1H-indazole-3-amine